N(N)CC=1C=NC=C(C1)OC 3-(hydrazinomethyl)-5-methoxypyridine